3,3'-(pyridine-2,5-diyl)bis(prop-2-yn-1-amine) N1=C(C=CC(=C1)C#CCN)C#CCN